ClC=1C=CC(=C(CNC[C@H]2CN(CC2)C(=O)OC(C)(C)C)C1)OCC1CC1 tert-butyl (S)-3-(((5-chloro-2-(cyclopropylmethoxy)benzyl)amino)methyl)pyrrolidine-1-carboxylate